N1(CCCCCC1)C(=O)C1=CC2=C(C=N1)C(=NN2COCC[Si](C)(C)C)Br azepan-1-yl-[3-bromo-1-(2-trimethylsilylethoxymethyl)pyrazolo[4,3-c]pyridin-6-yl]methanone